O1CC[C@@H](C2=CC=CC=C12)NC(=O)C=1C=C(C=[NH+]C1)C(CCC)N1C(NC(CC1=O)(CC)CC)=[NH2+] [1-[1-[5-[[(4S)-chroman-4-yl]carbamoyl]pyridin-1-ium-3-yl]butyl]-4,4-diethyl-6-oxo-hexahydropyrimidin-2-ylidene]ammonium